C1(CCCCC1)C=1C=C2CCN(C(C2=CC1)=O)C=1C=CC(=C(C1)NS(=O)(=O)C)OCOCCOC N-(5-(6-cyclohexyl-1-oxo-3,4-dihydroisoquinolin-2(1H)-yl)-2-((2-methoxyethoxy)methoxy)phenyl)methanesulfonamide